5-hydroxypyrrolidine OC1CCCN1